C(C)[C@@H]1N(C[C@H](N(C1)C(C)C=1C=NC(=CC1)C(C)C)CC)C=1C=2C(N(C(C1)=O)C)=CN(N2)CC#N 2-(7-((2S,5R)-2,5-diethyl-4-(1-(6-isopropylpyridin-3-yl)ethyl)piperazin-1-yl)-4-methyl-5-oxo-4,5-dihydro-2H-pyrazolo[4,3-b]pyridin-2-yl)acetonitrile